CN(C(=N)N(C)C)C 1,1,3,3-Tetramethylguanidin